FC(C(=O)O)(F)F.FC(C(=O)O)(F)F.FC(C(=O)O)(F)F.C(CCC)NC=1N=CC2=C(N(C(C=3C=C(C=CC23)CN2CCN(CC2)C)=O)[C@@H]2CC[C@H](CC2)C(=O)N)N1 trans-4-(3-(Butylamino)-8-((4-methylpiperazin-1-yl)methyl)-6-oxopyrimido[4,5-c]isoquinolin-5(6H)-yl)cyclohexane-1-carboxamide TrisTrifluoroacetic Acid Salt